ClC1=NC=C(C(=C1F)C1=C(C=NC(=C1)C)C(=O)NC=1SC(=NN1)OCC1CCC(CC1)O)OC 2'-chloro-3'-fluoro-N-(5-(((1r,4r)-4-hydroxycyclohexyl)methoxy)-1,3,4-thiadiazol-2-yl)-5'-methoxy-6-methyl-(4,4'-bipyridine)-3-carboxamide